O=C1NC(CCC1N1C(C2=CC=C(C=C2C1=O)N1CCN(CC1)CC1CCN(CC1)C1=CC(=C(C=C1F)C1(N(CC(NC1)C)C(=O)N)C)F)=O)=O (4-(4-((4-(2-(2,6-dioxopiperidin-3-yl)-1,3-dioxoisoindolin-5-yl)piperazin-1-yl)methyl)piperidin-1-yl)-2,5-difluorophenyl)-2,5-dimethylpiperazine-1-carboxamide